(R)-1-((5-(5-(difluoromethyl)-1,3,4-oxadiazole-2-yl)pyridine-2-yl)methyl)-6-fluoro-5-(1H-indole-4-yl)-3-(1-(oxetan-3-yl)pyrrolidine-3-yl)-1,3-dihydro-2H-benzo[d]imidazole-2-one FC(C1=NN=C(O1)C=1C=CC(=NC1)CN1C(N(C2=C1C=C(C(=C2)C2=C1C=CNC1=CC=C2)F)[C@H]2CN(CC2)C2COC2)=O)F